CN1N=C(C(=C1)C1=C2CCN(C(C2=CC=C1)=O)C1=C(C=CC=C1)OC(F)(F)F)C(F)(F)F 5-(1-methyl-3-(trifluoromethyl)-1H-pyrazol-4-yl)-2-(2-(trifluoromethoxy)phenyl)-3,4-dihydroisoquinolin-1(2H)-one